N-(3-Diethylamino-propyl)-4-(4-methoxy-phenylamino)-benzamide C(C)N(CCCNC(C1=CC=C(C=C1)NC1=CC=C(C=C1)OC)=O)CC